N1(CCC1)C1=C(C(=NC(=C1)NC1=NN(C(=C1)C)C(C)(C)C)C[C@@]1(C[C@H](NCC1)C)C(=O)OC(C)(C)C)F tert-butyl (2R,4R)-4-((4-(azetidin-1-yl)-6-((1-(tert-butyl)-5-methyl-1H-pyrazol-3-yl) amino)-3-fluoropyridin-2-yl) methyl)-2-methylpiperidine-4-carboxylate